C(C)(C)(C)C=1C=CC(=C(C=C)C1)C 5-t-butyl-2-methylstyrene